((2-aminoethyl)amino)-3-phenoxypropan-2-ol NCCNCC(COC1=CC=CC=C1)O